FC(C(=O)O)(F)F.N[C@H](C(=O)N[C@H](C(=O)NC)[C@H](CC)C)CCCNC=1NCCN1 (2S,3S)-2-[(2S)-2-amino-5-[(4,5-dihydro-1H-imidazol-2-yl)amino]pentanamido]-N,3-dimethylpentanamide trifluoroacetate